C(C)(C)(C)C=1C=C(C=C(C1O)C)CCC(=O)OCCOCCOCCOC(CCC1=CC(=C(C(=C1)C)O)C(C)(C)C)=O tri-ethylene glycol bis[3-(3-t-butyl-5-methyl-4-hydroxyphenyl) propionate]